C(C(CCC)CCC)(=O)[O-].C(C(CCC)CCC)(=O)O.[Na+] sodium valproate Valproate